FC=1C=C2C(N(C=3N(C2=CC1)C(NN3)=S)CCCNC(C)=O)=O N-(3-(7-Fluoro-5-oxo-1-thioxo-1,2-dihydro-[1,2,4]triazolo[4,3-a]quinazolin-4(5H)-yl)propyl)acetamide